2-(4-((5-cyclopropyl-3-(3,5-dichloropyridin-4-yl)isoxazol-4-yl)methoxy)bicyclo[2.2.2]oct-1-yl)quinoline-5-carboxylic acid C1(CC1)C1=C(C(=NO1)C1=C(C=NC=C1Cl)Cl)COC12CCC(CC1)(CC2)C2=NC=1C=CC=C(C1C=C2)C(=O)O